O1CCC(CC1)CNC(=O)[C@@H]1CC12CCN(CC2)C(=O)OC(C(F)(F)F)C(F)(F)F 1,1,1,3,3,3-hexafluoro-propan-2-yl (R)-1-(((tetrahydro-2H-pyran-4-yl)methyl)carbamoyl)-6-azaspiro[2.5]octane-6-carboxylate